C(C(=C)C)(=O)OCCOCCOCCOCCO tetraethylene glycol monomethacrylate